C=[Ru] Carbene-Ruthenium